6-(2,5-diaminopentyl)-11-fluoro-5,8-dihydro-[1,3]dioxolo[4'',5'':4',5']benzo[1',2':5,6]azepino[3,4-b]indol-7(6H)-one hydrochloride salt Cl.NC(CN1C(C=2NC=3C=CC(=CC3C2C2=C(C1)C=C1C(=C2)OCO1)F)=O)CCCN